5,6,7,8-tetrafluoroquinazoline-2-d FC1=C2C=NC(=NC2=C(C(=C1F)F)F)[2H]